5-bromo-3-fluoro-N2-methyl-benzene-1,2-diamine BrC1=CC(=C(C(=C1)N)NC)F